C(CCCCCCCCC)(=O)O[C@@H]1[C@](O[C@H](C1)N1C2=NC(=NC(=C2N=C1)N)F)(COP(=O)(OC1=CC=CC=C1)N[C@H](C(=O)OCCCCCCCCCCCCCCCCCCCC)CC1=CC=CC=C1)C#C (2R,3S,5R)-5-(6-amino-2-fluoro-9H-purin-9-yl)-2-ethynyl-2-((((((S)-1-(icosyloxy)-1-oxo-3-phenylpropan-2-yl)amino)(phenoxy)phosphoryl)oxy)methyl)tetrahydrofuran-3-yl decanoate